C(CC)(=O)[O-].C1(=CC=CC=C1)[Hg+] phenylmercury propionate salt